(S)-3-amino-4-(2-(4-((5-chloro-3-fluoropyridin-2-yl)oxy)-3-fluorophenyl)-2H-tetrazol-5-yl)butanoic acid hydrochloride Cl.N[C@H](CC(=O)O)CC=1N=NN(N1)C1=CC(=C(C=C1)OC1=NC=C(C=C1F)Cl)F